1-[3-[6-(4-pyridyl)imidazo[1,2-b]pyridazin-3-yl]phenyl]ethanone N1=CC=C(C=C1)C=1C=CC=2N(N1)C(=CN2)C=2C=C(C=CC2)C(C)=O